6-Fluoro-N-({2-[5-fluoro-2-(2H-1,2,3-triazol-2-yl)benzoyl]-4-methyl-2-azabicyclo[3.1.1]heptan-3-yl}methyl)-1,3-benzothiazol-2-amin FC1=CC2=C(N=C(S2)NCC2N(C3CC(C2C)C3)C(C3=C(C=CC(=C3)F)N3N=CC=N3)=O)C=C1